4-chloro-2-methyl-6-cyclopropylformyl-7,8-dihydro-6H-pyrrolo[2,3-g]quinazoline ClC1=NC(=NC2=CC3=C(C=C12)N(CC3)C(=O)C3CC3)C